C(C)(C)(C)OC(=O)C1=CC=2C(=NC=CC2F)N1CC1CC1 1-(Cyclopropylmethyl)-4-fluoro-1H-pyrrolo[2,3-b]pyridine-2-carboxylic acid tert-butyl ester